FC1=C(C=CC=C1F)NC(=O)C1C(N(CC1C1=NN(C(=C1)C(F)(F)F)C)C)=O racemic-N-(2,3-difluorophenyl)-1-methyl-4-[1-methyl-5-(trifluoromethyl)pyrazol-3-yl]-2-oxo-pyrrolidine-3-carboxamide